carboxy cis-muconate C(\C=C/C=C/C(=O)[O-])(=O)OC(=O)O